C1(=CC=CC=C1)C1=NC(=NC(=N1)C1=CC=CC=C1)C1=C(C=CC=C1)C1=CC=C2C=3C=CC=C(C3C3(C2=C1)CCCC3)C3=CC=CC=C3 2,4-diphenyl-6-(2-(1'-phenylspiro[cyclopentane-1,9'-fluoren]-7'-yl)phenyl)-1,3,5-triazine